3,3'-[(4-benzyl-1,4,7-triazecane-1,7-diyl)bis(methylene)]bis[N-(1,3-dihydroxypropan-2-yl)-2-hydroxy-5-methylbenzamide] C(C1=CC=CC=C1)N1CCN(CCCN(CC1)CC=1C(=C(C(=O)NC(CO)CO)C=C(C1)C)O)CC=1C(=C(C(=O)NC(CO)CO)C=C(C1)C)O